C12(CC3CC(CC(C1)C3)C2)CC(=O)NC2=CC(=C(C=N2)C(C(=O)N)C2=CC=CC=C2)N [6-[[2-(1-adamantyl)acetyl]amino]-4-amino-3-pyridinyl]-2-phenyl-acetamide